Cl.NC(CO)(C)C1=CC=C(C=C1)Br 2-amino-2-(4-bromophenyl)propan-1-ol hydrochloride